(3S)-isopropyl 3-(((((2R,3S,4R,5S)-5-(4-aminopyrrolo[2,1-f][1,2,4]triazin-7-yl)-2-cyano-3,4-dihydroxytetrahydrofuran-2-yl)methoxy)(phenoxy)phosphoryl)amino)butanoate NC1=NC=NN2C1=CC=C2[C@H]2[C@@H]([C@@H]([C@@](O2)(C#N)COP(=O)(OC2=CC=CC=C2)N[C@H](CC(=O)OC(C)C)C)O)O